2,6-dioxopiperidin-3-yl-isoindoline-1,3-dione O=C1NC(CCC1N1C(C2=CC=CC=C2C1=O)=O)=O